C(C)(C)(C)OC(=O)NC1=NC=CC(=C1C)N1N=CC(=C1C(F)(F)F)C(=O)OCC Ethyl 1-(2-((tert-butoxycarbonyl) amino)-3-methylpyridin-4-yl)-5-(trifluoromethyl)-1H-pyrazole-4-carboxylate